(R)-N,1-dimethyl-7-(trifluoromethyl)-1,2,3,4-tetrahydroquinolin-4-amine CN[C@@H]1CCN(C2=CC(=CC=C12)C(F)(F)F)C